C1=NC=CC2=CC=CC(=C12)CN1CCC2(CC1)COC1=C3CN(C(C3=CC=C12)=O)C1C(NC(CC1)=O)=O 3-(1'-(isoquinolin-8-ylmethyl)-6-oxo-6,8-dihydro-2H,7H-spiro[furo[2,3-e]isoindole-3,4'-piperidin]-7-yl)piperidine-2,6-dione